ClC1=C(C=C(C=C1)N1C(C=2N([C@H](C1)C)N=CC2C=2C=CC=1N(C2)C=CN1)=O)F (7S)-5-(4-chloro-3-fluorophenyl)-3-(imidazo[1,2-a]pyridin-6-yl)-7-methyl-6,7-dihydropyrazolo[1,5-a]pyrazin-4(5H)-one